Aminopropyl-imidazole tert-butyl-(6R)-2-(hydroxymethyl)-6,7-dimethyl-6,7-dihydro-4H-pyrazolo[1,5-a]pyrazine-5-carboxylate C(C)(C)(C)OC(=O)N1CC=2N(C([C@H]1C)C)N=C(C2)CO.NCCCC=2NC=CN2